ClC=1C=NC(=NC1)N1CCCCC1 1-(5-chloropyrimidin-2-yl)piperidin